C1(CC1)C1=C(C=C(C=C1)C1CCC2(CN(C2)C(=O)C2CC(C2)(C)O)CC1)OC (7-(4-Cyclopropyl-3-methoxyphenyl)-2-azaspiro[3.5]nonan-2-yl)((1s,3s)-3-hydroxy-3-methylcyclobutyl)methanone